ClC1=C(C=CC(=C1)OC(F)(F)F)[C@@H]1[C@@H](O[C@](C1)(C(F)(F)F)C)C(=O)OC |r| methyl rac-(2R,3R,5R)-3-(2-chloro-4-(trifluoromethoxy)phenyl)-5-methyl-5-(trifluoromethyl)tetrahydrofuran-2-carboxylate